ClC1=CC=C(N=N1)OCC1=C(N=NN1C1=CC=C(C=C1)C(F)F)CO (5-(((6-Chloropyridazin-3-yl)oxy)methyl)-1-(4-(difluoromethyl)phenyl)-1H-1,2,3-triazol-4-yl)methanol